CS(=O)(=O)N1CCC2(CN(C2)C2=NC(=NC=C2)C2=CN=C3N2C=C(N=C3)C(F)(F)F)CC1 3-(4-(7-(methylsulfonyl)-2,7-diazaspiro[3.5]nonan-2-yl)pyrimidin-2-yl)-6-(trifluoromethyl)imidazo[1,2-a]pyrazine